5-ethynyl-2-(6-(((cis)-3-hydroxy-3-methylcyclobutyl)amino)-4-methylpyridazin-3-yl)phenol C(#C)C=1C=CC(=C(C1)O)C=1N=NC(=CC1C)NC1CC(C1)(C)O